2-(4-amino-1-tert-butyl-pyrazolo[3,4-d]pyrimidin-3-yl)-3-chloro-N-[1-(2-hydroxyethyl)pyrazol-3-yl]-1H-indole-6-carboxamide NC1=C2C(=NC=N1)N(N=C2C=2NC1=CC(=CC=C1C2Cl)C(=O)NC2=NN(C=C2)CCO)C(C)(C)C